3-(5-(3,6-diazabicyclo[3.1.1]heptane-3-yl)-4,7-difluoro-1-oxoisoindoline-2-yl)piperidine C12CN(CC(N1)C2)C=2C(=C1CN(C(C1=C(C2)F)=O)C2CNCCC2)F